OC1(CC(C1)C(=O)N1CC2(C1)C[C@@H](CC2)C2=NC(=CC=C2)C(F)(F)F)C |r| (rac)-((1s,3s)-3-Hydroxy-3-methylcyclobutyl)(6-(6-(trifluoromethyl)pyridin-2-yl)-2-azaspiro[3.4]octan-2-yl)methanon